6-(methoxy(methyl)amino)-N2-propyl-1,3,5-triazin-2,4-diamine CON(C1=NC(=NC(=N1)NCCC)N)C